1-[2-[3-(difluorometh-yl)-5-methoxy-pyrazol-1-yl]-6-[5-[(6-methyl-pyridazin-3-yl)amino]-benzimidazol-1-yl]-3-pyridyl]ethanol FC(C1=NN(C(=C1)OC)C1=NC(=CC=C1C(C)O)N1C=NC2=C1C=CC(=C2)NC=2N=NC(=CC2)C)F